(R)-3-(6-nitro-4-oxo-2-(pyrrolidin-2-yl)quinazolin-3(4H)-yl)benzonitrile [N+](=O)([O-])C=1C=C2C(N(C(=NC2=CC1)[C@@H]1NCCC1)C=1C=C(C#N)C=CC1)=O